Ethyl 2-(5-(3-(dimethylamino) prop-1-yn-1-yl)-2-oxo-4-(trifluoromethyl) pyridin-1(2H)-yl)-4-methylpentanoate CN(CC#CC=1C(=CC(N(C1)C(C(=O)OCC)CC(C)C)=O)C(F)(F)F)C